tert-butyl 4-((3-(trifluoromethyl)benzyl)carbamoyl)piperidine-1-carboxylate FC(C=1C=C(CNC(=O)C2CCN(CC2)C(=O)OC(C)(C)C)C=CC1)(F)F